C(CC)OCCCC[Si](OCCCC)(OCCCC)OCCCC propoxybutyl-tributoxysilane